2-[4-(2-{5-chloro-2-oxo-1,2-dihydrospiro[indole-3,4'-piperidin]-1'-yl}ethoxy)phenyl]-1λ6-thiolane-1,1-dione ClC=1C=C2C(=CC1)NC(C21CCN(CC1)CCOC1=CC=C(C=C1)C1S(CCC1)(=O)=O)=O